Diethyl 2,3-di-tert-butylsuccinate C(C)(C)(C)C(C(=O)OCC)C(C(=O)OCC)C(C)(C)C